OCC1C2C3CC(C(C2CC1)C3)C(=O)OC=C 3-hydroxymethyl-8-vinyloxycarbonyl-tricyclo[5.2.1.02,6]decane